1-(2-amino-4-methoxyphenyl)ethane-1-one NC1=C(C=CC(=C1)OC)C(C)=O